C(C)C=1C=NC=CC1C(=O)NC=1C=C2CCC(NC2=CN1)=O 3-ethyl-N-(2-oxo-3,4-dihydro-1H-1,7-naphthyridin-6-yl)pyridine-4-carboxamide